6-[2-(cyclopropylcarbamoyl)phenyl]thio-3-iodoindazole-1-carboxylic acid tert-butyl ester C(C)(C)(C)OC(=O)N1N=C(C2=CC=C(C=C12)SC1=C(C=CC=C1)C(NC1CC1)=O)I